ClC1=C(C=C(C=C1)F)C1(CC1)C#N 1-(2-chloro-5-fluorophenyl)cyclopropane-1-carbonitrile